C1(CCCC1)N1C(=CC2=C1N=C(N=C2)NC2=CC(=CC(=C2)C(F)(F)F)N2C(=NC(=C2)C)C)C(=O)N(CC)CC 7-Cyclopentyl-2-((3-(2,4-dimethyl-1H-imidazol-1-yl)-5-(trifluoromethyl)phenyl)amino)-N,N-diethyl-7H-pyrrolo[2,3-d]pyrimidine-6-carboxamide